sodium N-dodecyl-β-alaninate C(CCCCCCCCCCC)NCCC(=O)[O-].[Na+]